ClC1=CC=C(C=C1)NC1(OC(CC(C1)C(=O)O)C)C ((4-chlorophenyl)amino)-2,6-dimethyltetrahydro-2H-pyran-4-carboxylic acid